4-hydroxymethylphenyl-hydroxylamine tert-butyl-3,5-bis(4-(4-(4,5-dihydro-1H-imidazol-2-yl)phenyl)-1H-1,2,3-triazol-1-yl)benzoate C(C)(C)(C)OC(C1=CC(=CC(=C1)N1N=NC(=C1)C1=CC=C(C=C1)C=1NCCN1)N1N=NC(=C1)C1=CC=C(C=C1)C=1NCCN1)=O.OCC1=CC=C(C=C1)NO